N-{2-methoxy-5-[2-(methylamino)quinazolin-7-yl]phenyl}prop-2-enamide COC1=C(C=C(C=C1)C1=CC=C2C=NC(=NC2=C1)NC)NC(C=C)=O